4-amino-7-fluoro-N,1-dimethyl-N-(6-((1-methyl-1H-pyrazol-3-yl)ethynyl)-2,3-dihydrobenzofuran-3-yl)-1H-pyrazolo[4,3-c]quinoline-8-carboxamide NC1=NC=2C=C(C(=CC2C2=C1C=NN2C)C(=O)N(C2COC1=C2C=CC(=C1)C#CC1=NN(C=C1)C)C)F